FC=1C=C2C=CC=NC2=C(C1)NC(=O)C1=NC=C(N=C1)N1CCC2(C(NCN2C)=O)CC1 N-(6-fluoroquinolin-8-yl)-5-(1-methyl-4-oxo-1,3,8-triazaspiro[4.5]decan-8-yl)pyrazine-2-carboxamide